tert-Butyl 3,6,9,12-tetraoxapentadec-14-ynoate C(COCCOCCOCCOCC#C)(=O)OC(C)(C)C